2-[[4-oxo-7-(4,4,5,5-tetramethyl-1,3,2-dioxaborolan-2-yl)-3H-phthalazin-1-yl]methyl]isoindoline-1,3-dione O=C1NN=C(C2=CC(=CC=C12)B1OC(C(O1)(C)C)(C)C)CN1C(C2=CC=CC=C2C1=O)=O